4-Hydroxy-6-{2-[3-(trifluoromethoxy)phenyl]ethyl}pyridazin OC1=CN=NC(=C1)CCC1=CC(=CC=C1)OC(F)(F)F